(1R,2S,5S)-N-(2-(7-Chloro-2-oxo-1,2-dihydroquinolin-3-yl)-1-cyanoethyl)-3-((S)-3,3-dimethyl-2-(2,2,2-trifluoroacetamido)butanoyl)-6,6-dimethyl-3-azabicyclo[3.1.0]hexane-2-carboxamide ClC1=CC=C2C=C(C(NC2=C1)=O)CC(C#N)NC(=O)[C@@H]1[C@H]2C([C@H]2CN1C([C@H](C(C)(C)C)NC(C(F)(F)F)=O)=O)(C)C